IC1=C(C(=O)O)C(=CC(=C1I)I)I 2,3,4,6-Tetraiodobenzoic acid